ClC=1C=C(C=CC1Cl)NC(=O)[C@H]1[C@H]2CC[C@@H]([C@@H]1C1=CC=C(C=C1)N1N=C(C=C1C)C)O2 (1R,2R,3S,4S)-N-(3,4-dichlorophenyl)-3-(4-(3,5-dimethyl-1H-pyrazol-1-yl)phenyl)-7-oxabicyclo[2.2.1]heptane-2-carboxamide